IC1=CC(=C(C(=O)NC2=NC(=CC=C2)N2C[C@H](OCC2)C)C=C1)N1CCC2(CC2)CC1 (R)-4-iodo-N-(6-(2-methylmorpholino)pyridin-2-yl)-2-(6-azaspiro[2.5]octan-6-yl)benzamide